C[C@]1(CN(CC1)C(C=C)=O)C=CC1=CC=C(C=C1)C(F)(F)F |o1:1| 1-[(3R*)-3-methyl-3-{2-[4-(trifluoromethyl)phenyl]ethenyl}pyrrolidin-1-yl]prop-2-en-1-one